CC=1C=C(CC2=C(C=C(C(=C2)CC2=CC(=C(C(=C2)C)O)C)O)O)C=C(C1O)C 2,4-bis(3,5-dimethyl-4-hydroxybenzyl)-5-hydroxyphenol